sodium acetate tri-hydrate O.O.O.C(C)(=O)[O-].[Na+]